CC=1C=2N(C=C(N1)C)N=C(C2)C2=NC1=CC(=C(C=C1C(N2)=O)C2CCN(CC2)C)F 2-(4,6-Dimethylpyrazolo[1,5-a]pyrazin-2-yl)-7-fluoro-6-(1-methylpiperidin-4-yl)quinazolin-4(3H)-one